4-(3-((tert-butyldimethylsilyl)oxy)propyl)-2-(2,6-dioxopiperidin-3-yl)isoindoline-1,3-dione [Si](C)(C)(C(C)(C)C)OCCCC1=C2C(N(C(C2=CC=C1)=O)C1C(NC(CC1)=O)=O)=O